C(=O)C1CCC(CC1)N1N=C2C=C(C(=CC2=C1)NC(=O)C1=NC=CN=C1)C(C)(C)O 2-N-(2-((1r,4r)-4-formylcyclohexyl)-6-(2-hydroxypropan-2-yl)-2H-indazol-5-yl)pyrazine-2-carboxamide